meta-formyl-chlorophthalic anhydride C(=O)C1=C2C(C(=O)OC2=O)=CC=C1Cl